ClC1=C(C(=CC(=C1)OC(F)(F)F)Cl)NC=1C=CC(=C(C1)CC(=O)NCCO)F 2-[5-(2,6-dichloro-4-trifluoromethoxy-phenylamino)-2-fluoro-phenyl]-N-(2-hydroxy-ethyl)acetamide